O1CC(CC1)OC1=CC=CC=N1 6-((tetrahydrofuran-3-yl)oxy)pyridin